CN(CCNC(C1=CC=CC=C1)=O)C1COC1 N-(2-(methyl-(oxetan-3-yl)amino)ethyl)benzamide